o-bromo-p-cresol BrC1=CC(=CC=C1O)C